C(C)(C)(C)OC(=O)N1C(C2=CC=CC=C2C1C=1C=NN2C1C=CC(=C2)C)=O 6-methylpyrazolo[1,5-a]pyridin-3-yl-1-oxoisoindoline-2-carboxylic acid tert-butyl ester